7-(3-chloro-5-(trifluoromethoxy)phenyl)-2-azaspiro[3.5]Non-6-ene-2-carboxylic acid tert-butyl ester C(C)(C)(C)OC(=O)N1CC2(C1)CC=C(CC2)C2=CC(=CC(=C2)OC(F)(F)F)Cl